1-(6-cyclopropylpyridazin-3-yl)-N-methyl-methylamine hydrochloride Cl.C1(CC1)C1=CC=C(N=N1)CNC